BrC1=CC(=CC(=C1)F)OCCC(C)(C)C 1-bromo-3-(3,3-dimethylbutoxy)-5-fluorobenzene